(3R)-3-{[5-(2,4-dichlorophenyl)-1-trityl-1H-indazol-3-yl]carbamoyl}piperidine-1-carboxylic acid tert-butyl ester C(C)(C)(C)OC(=O)N1C[C@@H](CCC1)C(NC1=NN(C2=CC=C(C=C12)C1=C(C=C(C=C1)Cl)Cl)C(C1=CC=CC=C1)(C1=CC=CC=C1)C1=CC=CC=C1)=O